ClC=1C=C2C(=CC(OC2=CC1OC(C(=O)N1CCCCC1)C)=O)C1=CC=CC=C1 1-[2-(6-chloro-2-oxo-4-phenyl-chromen-7-yl)oxypropanoyl]piperidine